CC(C(=O)N)(C)N1CCOCC1 2-methyl-2-morpholinopropionamide